C(C1=CC=CC=C1)N1C=C(C2=CC=CC=C12)C(CC#N)=O 3-(1-benzyl-1H-indol-3-yl)-3-oxopropanenitrile